[N-](S(=O)(=O)C(F)(F)F)S(=O)(=O)C(F)(F)F.C(C=C)N1CN(C=C1)C=C 1-allyl-3-vinylimidazole trifluoromethanesulfonimide salt